FC(CO)(C(C(F)(F)F)F)F 2,2,3,4,4,4-hexafluorobutanol